ClC=1C=C(O[Si](C(C)C)(C(C)C)C(C)C)C=C(C1CC1=CC=C(C=C1)OC)Cl [3,5-dichloro-4-[(4-methoxyphenyl)methyl]phenoxy]-triisopropyl-silane